tert-butyl (R)-(2-(((3-(2-((6-fluoro-2-methylpyridin-3-yl)oxy)-4-methyl-5-(trifluoromethyl)nicotinamido)phenyl)(methyl)(oxo)-λ6-sulfaneylidene)amino)-2-oxoethyl)(methyl)carbamate FC1=CC=C(C(=N1)C)OC1=C(C(=O)NC=2C=C(C=CC2)[S@](=O)(C)=NC(CN(C(OC(C)(C)C)=O)C)=O)C(=C(C=N1)C(F)(F)F)C